6-(2,4-difluorophenyl)-1-[(1-methylpyrazol-3-yl)methyl]-3H-imidazo[4,5-b]pyridin-2-one FC1=C(C=CC(=C1)F)C=1C=C2C(=NC1)NC(N2CC2=NN(C=C2)C)=O